5-(2-fluoro-5-(6-chlorobenzo[d]oxazole-2-carboxamido)phenyl)-2,5-dimethyl-1,1-dioxo-1,2,4-thiadiazin FC1=C(C=C(C=C1)NC(=O)C=1OC2=C(N1)C=CC(=C2)Cl)C2(N=CN(S(C2)(=O)=O)C)C